C(C)OC(=O)N1C[C@@H](CC1)N1N=C(C2=CC(=CC=C12)C1=C2C=CN=C(C2=CC=C1)N)COC1=C(C(=CC=C1)C)CC(=O)OCC (R)-3-(5-(1-aminoisoquinolin-5-yl)-3-((2-(2-ethoxy-2-oxoethyl)-3-methylphenoxy)methyl)-1H-indazol-1-yl)pyrrolidine-1-carboxylic acid ethyl ester